C(C)(C)(C)NC(CN(C)C=1C2=C(N=C(N1)C1=NC=CC(=C1)OCC(C)(C)N(C)C)CCC2)=O N-tert-butyl-2-[(2-{4-[2-(dimethylamino)-2-methylpropoxy]pyridin-2-yl}-5H,6H,7H-cyclopenta[d]pyrimidin-4-yl)(methyl)amino]acetamide